tert-butyl 4-(8-bromo-4-((4-(pyridin-2-yl)benzyl)amino)pyrazolo[1,5-a][1,3,5]triazin-2-yl)piperazine-1-carboxylate BrC=1C=NN2C1N=C(N=C2NCC2=CC=C(C=C2)C2=NC=CC=C2)N2CCN(CC2)C(=O)OC(C)(C)C